COC1=CC=C(C=C1)NC1=NC(=NC=C1/C=C/C(=O)OCC)NCC(F)(F)F (E)-ethyl 3-(4-(4-methoxyphenylamino)-2-(2,2,2-trifluoroethylamino)pyrimidin-5-yl)acrylate